FC1(CC(CNC1)CC1=C(N=C2N1C=CC(=C2)C)C2=C(C=C(C(=O)NC)C=C2F)F)F 4-(3-((5,5-Difluoropiperidin-3-yl)methyl)-7-methylimidazo[1,2-a]pyridin-2-yl)-3,5-difluoro-N-methylbenzamide